1-(4-methoxyphenyl)-3-(4-tert-butylphenyl)propane-1,3-dione COC1=CC=C(C=C1)C(CC(=O)C1=CC=C(C=C1)C(C)(C)C)=O